bis(2,4,6-trimethylbenzoyl)-(2,4-bis-pentyloxyphenyl)phosphine oxide CC1=C(C(=O)P(C2=C(C=C(C=C2)OCCCCC)OCCCCC)(C(C2=C(C=C(C=C2C)C)C)=O)=O)C(=CC(=C1)C)C